(2-(8-(cyclopropylmethyl)-1,8-dihydropyrrolo[3,2-g]indazol-7-yl)-7-fluoro-1-methyl-1H-benzo[d]imidazol-5-yl)methanone C1(CC1)CN1C(=CC2=CC=C3C=NNC3=C21)C2=NC1=C(N2C)C(=CC(=C1)C=O)F